F[C@H]1CN(CC[C@@H]1N1N=CC(=C1)I)C(=O)OC(C)(C)C tert-butyl (3S,4S)-3-fluoro-4-(4-iodopyrazol-1-yl)piperidine-1-carboxylate